5-[6-amino-1-[(2,6-difluorophenyl)methyl]pyrazolo[3,4-d]pyrimidin-4-yl]pyridine-3-carbonitrile NC1=NC(=C2C(=N1)N(N=C2)CC2=C(C=CC=C2F)F)C=2C=C(C=NC2)C#N